FC(CCN1N=NC2=C1C=C(C=C2)C=2C=CN1N=C(N=C(C12)OC)N[C@@H]1[C@@H](CN(CC1)C(C)=O)F)F 1-((3R,4S)-4-((5-(1-(3,3-difluoropropyl)-1H-benzo[d][1,2,3]triazol-6-yl)-4-methoxypyrrolo[2,1-f][1,2,4]triazin-2-yl)amino)-3-fluoropiperidin-1-yl)ethan-1-one